(1R,3S,4R)-N-((R)-1-cyano-2-((R)-2-oxopiperidin-3-yl)ethyl)-2-((R)-3-cyclopropyl-2-((1-methyl-1H-pyrazol-4-yl)amino)propanoyl)-5,5-difluoro-2-azabicyclo[2.2.2]octane-3-carboxamide C(#N)[C@@H](C[C@@H]1C(NCCC1)=O)NC(=O)[C@H]1N([C@H]2CC([C@@H]1CC2)(F)F)C([C@@H](CC2CC2)NC=2C=NN(C2)C)=O